1-tert-butyl-N-[3-(7-{[(3S,4R)-3-fluoro-1-methylpiperidin-4-yl]amino}-3-(2,2,2-trifluoroethyl)pyrazolo[1,5-a]pyridin-2-yl)prop-2-yn-1-yl]-1H-pyrazole-4-carboxamide C(C)(C)(C)N1N=CC(=C1)C(=O)NCC#CC1=NN2C(C=CC=C2N[C@H]2[C@H](CN(CC2)C)F)=C1CC(F)(F)F